[N+](=O)([O-])C1=C(COC2=CC=C(C3=C2OCO3)CN[C@H](C(=O)N)C)C=CC=C1 (S)-2-{[7-(2-nitrobenzyloxy)benzo[d][1,3]dioxol-4-yl]methylamino}propanamide